2-(2-Chlorophenyl)-N-{4-[5-(difluoromethyl)-1,3,4-oxadiazol-2-yl]-3-[(2,4-dimethoxybenzyl)sulfamoyl]phenyl}acetamide ClC1=C(C=CC=C1)CC(=O)NC1=CC(=C(C=C1)C=1OC(=NN1)C(F)F)S(NCC1=C(C=C(C=C1)OC)OC)(=O)=O